OC1C(COC1)N1C=C(C=C1)C(=O)OC methyl 1-(4-hydroxytetrahydrofuran-3-yl)-1H-pyrrole-3-carboxylate